FC(C=1C=NC(=NC1)N1CC=2N(CC1)N=C(C2[2H])COC[C@H](C)N)(F)F (S)-1-((5-(5-(trifluoromethyl)pyrimidin-2-yl)-4,5,6,7-tetrahydropyrazolo[1,5-a]pyrazin-2-yl-3-d)methoxy)propan-2-amine